4-(5-iodo-1H-indol-2-yl)-N-methoxy-2-carbonyl-5-pentyl-2,5-dihydrofuran-3-carboxamide IC=1C=C2C=C(NC2=CC1)C1=C(C(OC1CCCCC)=C=O)C(=O)NOC